3-bromo-2,4-dimethoxy-pyridine BrC=1C(=NC=CC1OC)OC